C1(CC1)C([C@@H](C=1OC2=C(N1)C=C(C=C2)CN2C(N[C@@H](C2)C(F)(F)F)=O)NC(C(C2=CC=CC=C2)(F)F)=O)C2CC2 N-((S)-2,2-dicyclopropyl-1-(5-(((S)-2-oxo-4-(trifluoro-methyl)imidazolidin-1-yl)methyl)benzo[d]oxazol-2-yl)ethyl)-2,2-difluoro-2-phenylacetamide